O-(2-aminopropyl)-O'-(2-methoxyethyl)propanediol NC(COC(CC)OCCOC)C